2-(2-Isopropylphenyl)-N-((1-(pyridin-2-yl)piperidin-4-yl)methyl)-5-(trifluoromethyl)pyrimidin-4-amine C(C)(C)C1=C(C=CC=C1)C1=NC=C(C(=N1)NCC1CCN(CC1)C1=NC=CC=C1)C(F)(F)F